ClC1=NC=C(C(=N1)C=1C=C(C=CC1)N1C(C=CC=C1)=O)F 1-(3-(2-chloro-5-fluoropyrimidin-4-yl)phenyl)pyridin-2(1H)-one